N-(2-aminoethyl)-N-methyl-2-(4-nitrophenyl)-1-(p-tolyl)-1H-benzo[d]imidazole-5-carboxamide NCCN(C(=O)C1=CC2=C(N(C(=N2)C2=CC=C(C=C2)[N+](=O)[O-])C2=CC=C(C=C2)C)C=C1)C